C(C1=CC=CC=C1)N1C=NC=2C=NC(=CC21)C=2C(=NOC2C)C 4-(1-benzyl-1H-imidazo[4,5-c]pyridin-6-yl)-3,5-dimethylisoxazole